ClC1=C(C=CC=C1)NC(=O)N1CC2=C(CC1)C=C(S2)C2=NOC(=N2)C(F)(F)F N-(2-chlorophenyl)-2-(5-(trifluoromethyl)-1,2,4-oxadiazol-3-yl)-4,7-dihydrothieno[2,3-c]pyridine-6(5H)-carboxamide